zinc-potassium iodide [I-].[K+].[Zn+2].[I-].[I-]